(R or S)-4-(4-((1R,5S)-3,8-diazabicyclo[3.2.1]oct-3-yl)-6,8-difluoro-2-(3-((R)-3-methylmorpholino)propoxy)quinazolin-7-yl)-5-ethylnaphthalen-2-ol dihydrochloride Cl.Cl.[C@H]12CN(C[C@H](CC1)N2)C2=NC(=NC1=C(C(=C(C=C21)F)C2=CC(=CC1=CC=CC(=C21)CC)O)F)OCCCN2[C@@H](COCC2)C